methyl 2-[3-[(trans)-2-[5-(pyrrolidin-1-ylmethyl)-2-pyridinyl]vinyl]-1-tetrahydropyran-2-ylindazol-6-yl]oxybenzoate N1(CCCC1)CC=1C=CC(=NC1)/C=C/C1=NN(C2=CC(=CC=C12)OC1=C(C(=O)OC)C=CC=C1)C1OCCCC1